NC1=C(SC2=NC(=CC=C21)C)C(=O)N[C@@H]2CC=1C=CC(=NC1CC2)N2C[C@@H](NCC2)C(F)F 3-amino-N-[(6S)-2-[(3R)-3-(difluoromethyl)piperazin-1-yl]-5,6,7,8-tetrahydroquinolin-6-yl]-6-methylthieno[2,3-b]pyridine-2-carboxamide